FC(C1(CCCC1)C(=O)N1C[C@H]2OC3=C([C@@H]1C2)C=NC=C3C#N)(F)F (2S,5S)-4-[1-(trifluoromethyl)cyclopentane-1-carbonyl]-2,3,4,5-tetrahydro-2,5-methanopyrido[3,4-f][1,4]oxazepine-9-carbonitrile